3-(6-oxo-4-pyrimidin-2-yl-pyridazin-1-yl)propanoic acid O=C1C=C(C=NN1CCC(=O)O)C1=NC=CC=N1